OC1=C(C(=C(C(=C1)O)C(=O)N1CC2=CC(=CC=C2CC1)OC)OCC1=NC=CC=C1)C [4,6-dihydroxy-3-methyl-2-(2-pyridylmethoxy)phenyl]-(7-methoxy-3,4-dihydro-1H-isoquinolin-2-yl)methanone